NC1=CC=2CN3[C@H](COC2N=C1)COCC3=O (10aS)-3-amino-10a,11-dihydro-5H,10H-[1,4]oxazino[3,4-c]pyrido[3,2-f][1,4]oxazepin-7(8H)-one